P(=O)(O)(O)O.P(=O)(O)(O)O Hydrogen phosphate (hydrogen phosphate)